4-(4-{[2,4-Bis(trifluoromethyl)phenoxy]methyl}-3-(trifluoromethoxy)phenyl)-2H,4H,5H,6H,7H-pyrazolo[3,4-b]pyridin-6-on FC(C1=C(OCC2=C(C=C(C=C2)C2C=3C(NC(C2)=O)=NNC3)OC(F)(F)F)C=CC(=C1)C(F)(F)F)(F)F